CSC=1SC2=C(N1)C=CC=C2 (methylmercapto)-benzothiazole